O=C(C(=O)O)C1=CC=C(C=C1)C(F)(F)F 2-oxo-2-[4-(trifluoromethyl)phenyl]acetic acid